N-(cyclopropylmethyl)-2-(ethylsulfonyl)-3-(5-(2,2,3,3,3-pentafluoropropoxy)pyridin-2-yl)pyrazolo[1,5-a]pyrimidin-7-amine C1(CC1)CNC1=CC=NC=2N1N=C(C2C2=NC=C(C=C2)OCC(C(F)(F)F)(F)F)S(=O)(=O)CC